3-[3-methyl-4-[3-(1-oxa-4,9-diazaspiro[5.5]undecan-4-yl)propyl]2-oxo-benzimidazol-1-yl]piperidine-2,6-dione CN1C(N(C2=C1C(=CC=C2)CCCN2CCOC1(C2)CCNCC1)C1C(NC(CC1)=O)=O)=O